6,6-dimethyl-3-[6-(piperazine-1-carbonyl)-1H-indol-2-yl]-1,4,5,7-tetrahydroindazole CC1(CCC=2C(=NNC2C1)C=1NC2=CC(=CC=C2C1)C(=O)N1CCNCC1)C